(6-((4-Methylpentyl)amino)pyridin-2-yl)methanol methyl-3-(4-fluorophenyl)-2-iodo-3-methyltetrahydro-1H-pyrrolizin-7a(5H)-carboxylate CC1C(C(N2CCCC12C(=O)OCC1=NC(=CC=C1)NCCCC(C)C)(C)C1=CC=C(C=C1)F)I